2-(4-(5-chloro-2-(1H-tetrazol-1-yl)phenyl)-2,5-dioxopiperazin-1-yl)-N-(4,4-difluorocyclohexyl)-3-phenylpropanamide ClC=1C=CC(=C(C1)N1CC(N(CC1=O)C(C(=O)NC1CCC(CC1)(F)F)CC1=CC=CC=C1)=O)N1N=NN=C1